[Si](C1=CC=CC=C1)(C1=CC=CC=C1)(C(C)(C)C)OC[C@@H](CO)OCC=1C=C(C#N)C=C(C1)F (R)-3-(((1-((tert-butyldiphenylsilyl)oxy)-3-hydroxypropan-2-yl)oxy)methyl)-5-fluorobenzonitrile